COC1=CC=C(C(=O)OC(C=C)(CC\C=C(/CC)\C)C)C=C1 (Z)-3,7-dimethylnona-1,6-dien-3-yl 4-methoxybenzoate